1H-imidazole-2,4-dicarboxylate N1C(=NC(=C1)C(=O)[O-])C(=O)[O-]